Br.C1NCCC2=CC(=CC(=C12)O)O 1,2,3,4-tetrahydroisoquinoline-6,8-diol HBr